6-Fluoro-2-(4-iodo-3,5-dimethylphenyl)-1,2,3,4-tetrahydroisoquinoline FC=1C=C2CCN(CC2=CC1)C1=CC(=C(C(=C1)C)I)C